9-((1s,4s)-4-(aminomethyl)cyclohexyl)-N8-(3-chloro-5-(trifluoromethyl)phenyl)-N2-(tetrahydro-2H-pyran-4-yl)-9H-purine-2,8-diamine NCC1CCC(CC1)N1C2=NC(=NC=C2N=C1NC1=CC(=CC(=C1)C(F)(F)F)Cl)NC1CCOCC1